3-(4-hydroxy-3-methoxyphenoxy)-N-(2-hydroxyethyl)acrylamide OC1=C(C=C(OC=CC(=O)NCCO)C=C1)OC